(1R,2R,3S)-N-(8-amino-7-fluoro-6-(4-methylpyridin-3-yl)isoquinolin-3-yl)-2-(1-(2-hydroxyethyl)-1H-pyrazol-4-yl)-3-methylcyclopropane-1-carboxamide NC=1C(=C(C=C2C=C(N=CC12)NC(=O)[C@H]1[C@@H]([C@@H]1C)C=1C=NN(C1)CCO)C=1C=NC=CC1C)F